O1C(CCCC1)OCCOCCN1C(C2=CC=CC=C2C1=O)=O 2-(2-(((tetrahydro-2H-pyran-2-yl)oxy)ethoxy)ethyl)isoindoline-1,3-dione